(S)-N-(4-((3-chloro-4-(pyridin-2-ylmethoxy)phenyl)amino)-7-((1,3-dimethylpyrrolidin-3-yl)ethynyl)quinazolin-6-yl)acrylamide ClC=1C=C(C=CC1OCC1=NC=CC=C1)NC1=NC=NC2=CC(=C(C=C12)NC(C=C)=O)C#C[C@]1(CN(CC1)C)C